C(C)(C)(C)OC(=O)N1C[C@H]2C([C@H]2C1)C1=NOC2(CC2)C1 (1r,5s,6r)-6-(4-oxa-5-azaspiro[2.4]hept-5-en-6-yl)-3-azabicyclo[3.1.0]hexane-3-carboxylic acid tert-butyl ester